(S)-(5-(1-amino-1,3-dihydrospiro[inden-2,4'-piperidin]-1'-yl)-9-(quinolin-4-yl)-7H-imidazo[1,2-c]pyrrolo[3,2-e]pyrimidin-7-yl)methanol N[C@@H]1C2=CC=CC=C2CC12CCN(CC2)C2=NC1=C(C=3N2C=CN3)C(=CN1CO)C1=CC=NC3=CC=CC=C13